2,3-naphthalenedioleate C1=C(C(=CC2=CC=CC=C12)CCCCCCCC\C=C/CCCCCCCC(=O)[O-])CCCCCCCC\C=C/CCCCCCCC(=O)[O-]